5-vinyl-3,4-difluoro-2-(4-iodo-2-methylanilino)benzoic acid C(=C)C=1C(=C(C(=C(C(=O)O)C1)NC1=C(C=C(C=C1)I)C)F)F